O=C1OC(CC12CCCC2)C2N(CCNC2)C2=CC=CC=1NC(NC12)=O 4-(2-(1-oxo-2-oxaspiro[4.4]nonan-3-yl)piperazin-1-yl)-1H-benzo[d]imidazol-2(3H)-one